C(C1=CC=CC=C1)O[C@@H]1[C@H](OC([C@@H]([C@H]1OCC1=CC=CC=C1)OCC1=CC=CC=C1)OCC1=CC=CC=C1)CO ((2R,3R,4S,5R)-3,4,5,6-tetra(benzyloxy)tetrahydro-2H-pyran-2-yl)methanol